methyl 2-[[3-morpholinosulfonyl-6-(4,4,5,5-tetramethyl-1,3,2-dioxaborolan-2-yl)-4-quinolyl]amino]benzoate O1CCN(CC1)S(=O)(=O)C=1C=NC2=CC=C(C=C2C1NC1=C(C(=O)OC)C=CC=C1)B1OC(C(O1)(C)C)(C)C